1-[(1r,5s,6r)-3-azabicyclo[3.1.0]hex-6-yl]propan-1-one trifluoroacetate FC(C(=O)O)(F)F.[C@H]12CNC[C@@H]2C1C(CC)=O